ClC1=CC=C(C=C1)[C@@H](CNCCCOCCC(=O)OC(C)(C)C)C(=O)N1CCN(CC1)C=1C2=C(N=CN1)CC[C@H]2C tert-Butyl 3-(3-(((S)-2-(4-chlorophenyl)-3-(4-((R)-5-methyl-6,7-dihydro-5H-cyclopenta[d]-pyrimidin-4-yl)piperazin-1-yl)-3-oxopropyl)amino)propoxy)propanoate